FC1=C(C=CC(=C1)F)N\N=C(\C(=O)OCC)/C=O Ethyl (2E)-2-[2-(2,4-difluorophenyl)hydrazinylidene]-3-oxopropanoate